FC=1C=2N(C=C(C1)NC(=O)C1=NC=C(N=C1)N1[C@@H]3CCN([C@@H]3C1)C)C=C(N2)C N-(8-fluoro-2-methylimidazo[1,2-a]pyridin-6-yl)-5-((1R,5R)-2-methyl-2,6-diazabicyclo[3.2.0]heptan-6-yl)pyrazine-2-carboxamide